5-isopropoxy-3-[1,2,3,6-tetrahydro-1-[2-[1H-pyrazol-4-yl]ethyl]-4-pyridinyl]-1H-indole hydrochloride Cl.C(C)(C)OC=1C=C2C(=CNC2=CC1)C=1CCN(CC1)CCC=1C=NNC1